N-[amino(3-trifluoromethylphenyl)methylene]-4-(methyl)benzenesulfonamide NC(=NS(=O)(=O)C1=CC=C(C=C1)C)C1=CC(=CC=C1)C(F)(F)F